FC1(CCN(CC1)CCOC1=CSC=C1)F 3-(2-(4,4-difluoropiperidin-1-yl)ethoxy)thiophene